C(C#CC)(=O)N1[C@@](CCC1)(C)C#CC=1C=NC=CC1C1=C(C=2C(NCCC2N1)=O)NC1=C(C(=CC=C1)F)OC 2-(3-{2-[(2R)-1-(but-2-ynoyl)-2-methylpyrrolidin-2-yl]ethynyl}pyridin-4-yl)-3-[(3-fluoro-2-methoxyphenyl)amino]-1H,5H,6H,7H-pyrrolo[3,2-c]pyridin-4-one